(R)-N-(4-cyclopropylphenyl)-1-((6,7-dihydro-[1,4]dioxino[2,3-d]pyrimidin-4-yl)methyl)piperidine-2-carboxamide C1(CC1)C1=CC=C(C=C1)NC(=O)[C@@H]1N(CCCC1)CC=1C2=C(N=CN1)OCCO2